COC1=CC=C(CN(S(=O)(=O)C(CC2=CC=CC=C2)[C@@H](CC=C)C)CC2=CC=C(C=C2)OC)C=C1 (3R,4S)-N,N-BIS(4-METHOXYBENZYL)-3-METHYL-1-PHENYLHEX-5-ENE-2-SULFONAMIDE